((1s,3s)-3-Hydroxy-3-methylcyclobutyl)(6-(4-isopropylbenzyl)-2-azaspiro[3.3]heptan-2-yl)methanone OC1(CC(C1)C(=O)N1CC2(C1)CC(C2)CC2=CC=C(C=C2)C(C)C)C